azepan-4-ol hydrochloride Cl.N1CCC(CCC1)O